BrC1=C(C(=CC(=C1)C(C(F)(F)F)(C(F)(F)F)F)SCC)NC(C1=C(C(=CC=C1)NCC1CC1)F)=O N-[2-bromo-4-(perfluoroisopropyl)-6-ethylsulfanylphenyl]-3-(cyclopropylmethylamino)-2-fluorobenzamide